3-(cyclopentoxy)-1-(2,4-dimethyl-5-nitro-phenyl)pyrrolidin-2-one C1(CCCC1)OC1C(N(CC1)C1=C(C=C(C(=C1)[N+](=O)[O-])C)C)=O